7-(4-(4-ethylpiperazin-1-yl)phenyl)-5-hydroxy-2-phenyl-4H-chromen-4-one C(C)N1CCN(CC1)C1=CC=C(C=C1)C1=CC(=C2C(C=C(OC2=C1)C1=CC=CC=C1)=O)O